5-[5-(Cyclopropylamino)-1,2,3,3a,4,5,6,6a-octahydropentalen-2-yl]-N-(3-chloro-4-fluorophenyl)-3-methyl-4-imidazolecarboxamide C1(CC1)NC1CC2CC(CC2C1)C1=C(N(C=N1)C)C(=O)NC1=CC(=C(C=C1)F)Cl